NC1=C(C=C(OC2=C(C=C(C=C2Cl)N2N=C(C(NC2=O)=O)NC(OC(C)(C)C)=O)Cl)C=C1)Br t-butyl N-[2-[4-(4-amino-3-bromo-phenoxy)-3,5-dichlorophenyl]-3,5-dioxo-1,2,4-triazin-6-yl]carbamate